4-(1-methyl-1-phenylethyl)-N-[4-(1-methyl-1-phenylethyl)phenyl]-Benzenamine CC(C)(C1=CC=CC=C1)C2=CC=C(C=C2)NC3=CC=C(C=C3)C(C)(C)C4=CC=CC=C4